ClC1=NC(=C(C(=N1)Cl)C#N)NC1=CC=2C3=C(C(N(C2C=C1)C)=O)OCC([C@@H](N3)C3CC3)(F)F (S)-2,4-dichloro-6-((2-cyclopropyl-3,3-difluoro-7-methyl-6-oxo-1,2,3,4,6,7-hexahydro-[1,4]oxazepino[2,3-c]quinolin-10-yl)amino)pyrimidine-5-carbonitrile